6-cyclopropyl-3-(2,5-difluorobenzyl)pyridin-2-ol C1(CC1)C1=CC=C(C(=N1)O)CC1=C(C=CC(=C1)F)F